C(CCC(=O)OCCCCC)(=O)[O-] 4-monopentyl succinate